ClC1=C2C(=NC=C1C1=CC=CC(=N1)N1C(CN(CC1)CCCN1CCC(CC1)C=1C=C3CN(C(C3=CC1)=O)C1C(NC(CC1)=O)=O)=O)NC=C2C2CC2 3-(5-(1-(3-(4-(6-(4-chloro-3-cyclopropyl-1H-pyrrolo[2,3-b]pyridin-5-yl)pyridin-2-yl)-3-oxopiperazin-1-yl)propyl)piperidin-4-yl)-1-oxoisoindolin-2-yl)piperidine-2,6-dione